BrC=1C(=NC(=NC1C(F)(F)F)N)OC1=C(C=CC=C1F)F C5-bromo-4-(2,6-difluorophenoxy)-6-(trifluoromethyl)pyrimidin-2-amine